monocyanoethyldiethylene glycol C(#N)CCC(COCCO)O